methacrylate sodium salt [Na+].C(C(=C)C)(=O)[O-]